1-[2-[2-[tert-butyl(dimethyl)silyl]oxyethyl]-5-isopropoxy-pyrazol-3-yl]ethanone [Si](C)(C)(C(C)(C)C)OCCN1N=C(C=C1C(C)=O)OC(C)C